6-(Difluoromethyl)-N-(2,5-difluoro-6-methylpyridin-3-yl)-1H-pyrrolo[2,3-b]pyridine-3-sulfonamide FC(C1=CC=C2C(=N1)NC=C2S(=O)(=O)NC=2C(=NC(=C(C2)F)C)F)F